N-(6-aminohexyl)dodecanamide NCCCCCCNC(CCCCCCCCCCC)=O